5-((2-methoxyethoxy)methyl)-N-(tetrahydro-2H-pyran-4-yl)-2-(p-tolyl)-1H-indol-7-amine COCCOCC=1C=C2C=C(NC2=C(C1)NC1CCOCC1)C1=CC=C(C=C1)C